Cl.ClC1=C(C=CC=C1[C@]1(NC(N(C(C1)=O)[C@H]1C[C@H](OCC1)C)=N)C)NC(C1=CC(=CC=C1)N1C=NC(=C1)C)=O |o1:15,17| N-(2-Chloro-3-{(4S)-2-imino-4-methyl-1-[(2R*,4R*)-2-methyl-tetrahydropyran-4-yl]-6-oxo-hexahydropyrimidin-4-yl}phenyl)-3-(4-methylimidazol-1-yl)-benzamide hydrochloride